2-bromo-3-(((2s,4s)-2-(tert-butyl)-5-oxo-4-phenyl-1,3-dioxolan-4-yl)methyl)-4-fluorobenzonitrile BrC1=C(C#N)C=CC(=C1C[C@]1(O[C@@H](OC1=O)C(C)(C)C)C1=CC=CC=C1)F